ClC1=C2C(=C(C(=NC2=C(C=C1)Cl)S(=O)CC1=NOC(=C1)C)C(C(C)C)=O)C 1-(5,8-dichloro-4-methyl-2-(((5-methylisoxazol-3-yl)methyl)sulfinyl)quinolin-3-yl)-2-methylpropan-1-one